CC(CNC(=O)C1=CC2=C(S1)CCCCCCC2)(CN2CCCC2)C N-[2,2-dimethyl-3-(pyrrolidin-1-yl)propyl]-4H,5H,6H,7H,8H,9H,10H-cyclonon[b]thiophene-2-carboxamide